6-((6-Cyano-1,2,3,4-tetrahydronaphthalen-1-yl)oxy)-N-methyl-1H-indazole-1-carboxamide C(#N)C=1C=C2CCCC(C2=CC1)OC1=CC=C2C=NN(C2=C1)C(=O)NC